1-(3,4-dichlorobenzyl)piperazine ClC=1C=C(CN2CCNCC2)C=CC1Cl